4-(4-acryloylpiperazin-1-yl)-N-(2-(dimethylamino)ethyl)-7-(naphthalen-1-yl)-5,6,7,8-tetrahydro-1,7-naphthyridine-2-carboxamide C(C=C)(=O)N1CCN(CC1)C1=CC(=NC=2CN(CCC12)C1=CC=CC2=CC=CC=C12)C(=O)NCCN(C)C